C(C)(C)(C)OC(=O)N1CC2C(CCCC2C1)=O 7-oxo-3,3a,4,5,6,7a-hexahydro-1H-isoindole-2-carboxylic acid tert-butyl ester